(R)-2-((2-((1r,4R)-4-aminocyclohexyl)propan-2-yl)amino)-1-(3-fluorophenyl)ethan-1-ol NC1CCC(CC1)C(C)(C)NC[C@H](O)C1=CC(=CC=C1)F